3,5-dichloro-N-(cyclohexylmethyl)aniline ClC=1C=C(NCC2CCCCC2)C=C(C1)Cl